NC[C@H]1CC[C@@](CO1)(O)C (3S,6R)-6-(aminomethyl)-3-methyltetrahydro-2H-pyran-3-ol